CC(C(C)C)N1C=2N=C(NC(C2N=C1)=O)CC1=C(C=CC=C1)OCCN1CCOCC1 9-(1,2-dimethyl-propyl)-2-[2-(2-morpholin-4-yl-ethoxy)-benzyl]-1,9-dihydro-purin-6-one